ClC1=CC2=C(N(C(N=C2N2[C@H](CN(CC2)C(C=C)=O)C)=O)C=2C(=NNC2CC)CC)N=C1C1=C(C=CC=C1)F 6-chloro-1-(3,5-diethyl-1H-pyrazol-4-yl)-7-(2-fluorophenyl)-4-((2S)-2-methyl-4-(2-propenoyl)-1-piperazinyl)pyrido[2,3-d]pyrimidin-2(1H)-one